(11R)-12-(1-Benzylpyrazol-4-yl)-6-(2,6-dimethylphenyl)-11-isobutyl-2,2-dioxo-9-oxa-2λ6-thia-3,5,12,19-tetrazatricyclo[12.3.1.14,8]nonadeca-1(18),4(19),5,7,14,16-hexaen-13-one C(C1=CC=CC=C1)N1N=CC(=C1)N1[C@@H](COC2=CC(=NC(NS(C=3C=CC=C(C1=O)C3)(=O)=O)=N2)C2=C(C=CC=C2C)C)CC(C)C